C12(CC(C1)C2)NS(=O)(=O)C2=CC=C(C=N2)NC([C@H](CC2=CC=CC=C2)NC(C2=CC=C(C=C2)F)=O)=O (S)-N-(1-(6-(N-bicyclo[1.1.1]pentan-1-ylsulfamoyl)pyridin-3-ylamino)-1-oxo-3-phenylpropan-2-yl)-4-fluorobenzamide